(2,2-dimethyl-5-nitro-1,3-dioxane-5-yl)methyltriphenylphosphine bromide [Br-].CC1(OCC(CO1)([N+](=O)[O-])CC1=C(C=CC=C1)P(C1=CC=CC=C1)C1=CC=CC=C1)C